2-(3-(1-(tert-butoxy)-2-methyl-1-oxoprop-2-yl)ureido)-4-methyl-5-(1,2,4-Thiadiazol-3-yl)thiophene-3-carboxylic acid ethyl ester C(C)OC(=O)C1=C(SC(=C1C)C1=NSC=N1)NC(=O)NC(C(=O)OC(C)(C)C)(C)C